1-(2-methoxy-1-methylethoxy)-2-propanone COCC(OCC(C)=O)C